(S)-benzyl 2-(cyanomethyl)piperazine-1-carboxylate tert-butyl-2-(hydroxymethyl)-11-methyl-1,9-diazatricyclo[6.3.1.04,12]dodeca-2,4(12),5,7-tetraene-9-carboxylate C(C)(C)(C)OC(=O)N1C2=CC=CC=3C=C(N(C(C1)C)C32)CO.C(#N)C[C@@H]3N(CCNC3)C(=O)OCC3=CC=CC=C3